1-(3,5-dichlorophenyl)-N-[(2-methoxypyridin-4-yl)methyl]-3-methyl-5-oxopyrrolidine-3-carboxamide ClC=1C=C(C=C(C1)Cl)N1CC(CC1=O)(C(=O)NCC1=CC(=NC=C1)OC)C